ClC(C(CCO)O)C 4-chloropentane-1,3-diol